ClC1=NC(=CC=C1CCC1(C[C@](N(C1)C(=O)[O-])(C(=O)[O-])CO)NCC1=CC=C(C=C1)OC)C (2R)-4-(2-(2-chloro-6-methylpyridin-3-yl)ethyl)-2-(hydroxymethyl)-4-((4-methoxybenzyl)amino)pyrrolidine-1,2-dicarboxylate